(R)-3-(benzyloxy)-1-(2-hydroxy-2-(pyridin-3-yl)ethyl)-2-methylpyridin-4(1H)-one C(C1=CC=CC=C1)OC1=C(N(C=CC1=O)C[C@@H](C=1C=NC=CC1)O)C